1-{2-[3-methyl-4-(4-methyl-piperazin-1-yl)-anilino]-pyrimidin-4-yl}-1H-indole-3-carboxamide CC=1C=C(NC2=NC=CC(=N2)N2C=C(C3=CC=CC=C23)C(=O)N)C=CC1N1CCN(CC1)C